Br[C@H](C(=O)O)C (S)-2-bromopropionic acid